C(C)C=1NC=2N(C(C1N1CCN(CC1)C(=O)OC(C)(C)C)=O)N=C(N2)N2CCOCC2 tert-butyl 4-(5-ethyl-2-morpholino-7-oxo-4,7-dihydro-[1,2,4]triazolo[1,5-a]pyrimidin-6-yl)piperazine-1-carboxylate